4-allyl-4-methyl-2-vinyl-1,3-dioxolane C(C=C)C1(OC(OC1)C=C)C